C1(=CC=CC=C1)C1=C(C(=CC=C1)C1=CC=CC=C1)C1=CC(=NC=C1)C1=CC=C(C=C1)N1C2=CC=C(C=C2C=2C=C(C=CC12)N(C1=CC=CC=C1)C1=CC=CC=C1)N(C1=CC=CC=C1)C1=CC=CC=C1 9-(4-(4-([1,1':3',1''-terphenyl]-2'-yl)pyridin-2-yl)phenyl)-N3,N3,N6,N6-tetraphenyl-9H-carbazole-3,6-diamine